decyl-2-hexyl para-hydroxybenzoate OC1=CC=C(C(=O)OC(CCCCCCCCCCC)CCCC)C=C1